CC(C)(CCC[C@@H](C)[C@H]1CC[C@H]2[C@@H]3CC=C4C[C@H](CC[C@]4(C)[C@H]3CC[C@]12C)O)O Cholest-6(5)-en-3β,25-diol